C(C)(C)(C)OC(=O)N1C(OC[C@H]1[C@@H](CCCCCCCCCCCCCCCCC)O)(C)C (4S)-4-[(1R)-1-hydroxyoctadecyl]-2,2-Dimethyl-oxazolidine-3-carboxylic acid tert-butyl ester